hexahydro-1H-cyclopenta[c]furan-1-one C1(OCC2C1CCC2)=O